CC(C)(C)OC(=O)N(C=1C(N(C2=C3C=CC=NC3=C(C=C2C1C1=C2C=NN(C2=C(C=C1)F)C(=O)OC(C)(C)C)C(=C)C)C(=O)OC(C)(C)C)=O)C(=O)OC(C)(C)C tert-Butyl 3-[bis[(2-methylpropan-2-yl)oxycarbonyl]amino]-4-[7-fluoro-1-[(2-methylpropan-2-yl)oxycarbonyl]indazol-4-yl]-2-oxo-6-prop-1-en-2-yl-1,7-phenanthroline-1-carboxylate